N1=CC(=CC=C1)C=1NC=CN1 2-Pyridin-3-yl-1H-imidazol